2-[N,N-bis(2-hydroxyethyl)amino]-1-ethanesulfonic acid sodium salt [Na+].OCCN(CCO)CCS(=O)(=O)[O-]